N1CN=CC2=C1NC=CC2=O dihydropyrido[2,3-d]pyrimidin-5(8H)-one